(S)-N-[(1S)-1-[(2S)-3,4-Dihydro-2H-pyran-2-yl]propyl]-2-methyl-propane-2-sulfinamide O1[C@@H](CCC=C1)[C@H](CC)N[S@@](=O)C(C)(C)C